2,2-dimethylpyrrolidin CC1(NCCC1)C